NC=1C2=C(N=CN1)C(=CN2C2=CC=C(C(=O)NC1=NC=CC(=C1)C(F)(F)F)C=C2)C2CCC(CC2)=O 4-(4-amino-7-(4-oxocyclohexyl)-5H-pyrrolo[3,2-d]pyrimidin-5-yl)-N-(4-(trifluoromethyl)pyridin-2-yl)benzamide